6-methyl-2-(1-methyl-1H-pyrazol-5-yl)-5-(1-(piperazin-1-yl)ethyl)indolizine-7-carboxylic acid isopropyl ester C(C)(C)OC(=O)C=1C(=C(N2C=C(C=C2C1)C1=CC=NN1C)C(C)N1CCNCC1)C